2-chloro-3-(isopropylthio)-N-(5-methyl-1,3,4-oxadiazol-2-yl)-4-(methylsulfonyl)benzamide ClC1=C(C(=O)NC=2OC(=NN2)C)C=CC(=C1SC(C)C)S(=O)(=O)C